[Cl-].C[NH3+] (methyl)azanium chloride